ClC(C(Cl)(Cl)Cl)(Cl)Cl 1,1,1,2,2,2-hexachloroethane